4-(8-((adamantan-1-yl)amino)oct-1-yn-1-yl)-2-(2,6-dioxopiperidin-3-yl)isoindoline-1,3-dione C12(CC3CC(CC(C1)C3)C2)NCCCCCCC#CC2=C3C(N(C(C3=CC=C2)=O)C2C(NC(CC2)=O)=O)=O